2-azido-1-naphthol N(=[N+]=[N-])C1=C(C2=CC=CC=C2C=C1)O